N1=CC=CC2=CC(=CC=C12)/C=C/C(=O)OCCC Propyl (E)-3-(quinolin-6-yl)acrylate